ON\C(=N/[H])\C1CCC1 (Z)-N-hydroxycyclobutanecarboximidamide